4-[2-[2-(hexyloxy)phenyl]-6-phenyl-4-pyridinyl]-N,N-dimethylbenzeneamine C(CCCCC)OC1=C(C=CC=C1)C1=NC(=CC(=C1)C1=CC=C(C=C1)N(C)C)C1=CC=CC=C1